4H-imidazo[1,5-b]pyrazol N=1N2C(=CC1)CN=C2